ClC=1C=C(CCN2C[C@H]([C@@H](CC2)O)COC2=CC=C(C=C2)S(=O)(=O)C)C=CC1 trans-1-(3-chlorophenethyl)-3-((4-(methylsulfonyl)phenoxy)methyl)piperidin-4-ol